2,2,2-trifluoro-1-(4-((3-fluoropyridin-4-yl)methyl)-1-((2-(trimethylsilyl)ethoxy)methyl)imidazol-2-yl)ethanol FC(C(O)C=1N(C=C(N1)CC1=C(C=NC=C1)F)COCC[Si](C)(C)C)(F)F